10-(2-bromophenyl)-9,9-dimethylacridine BrC1=C(C=CC=C1)N1C=2C=CC=CC2C(C2=CC=CC=C12)(C)C